(1-(5-(3,4-dichloro-2-methyl-2H-indazol-5-yl)-4-cyano-7H-pyrrolo[2,3-d]pyrimidine-2-yl)-4-(2-fluorophenyl)piperidin-4-yl)carbamate ClC=1N(N=C2C=CC(=C(C12)Cl)C1=CNC=2N=C(N=C(C21)C#N)N2CCC(CC2)(C2=C(C=CC=C2)F)NC([O-])=O)C